2-(2-{[1-(3-chloro(2-pyridyl))-isopropyl]amino}pyrimidin-5-yl)pyridine-4-carbonitrile ClC=1C(=NC=CC1)C(C)(C)NC1=NC=C(C=N1)C1=NC=CC(=C1)C#N